O(CC(C(CO)CO)O)CC(C(CO)CO)O 2'-[oxybis(methylene)]bis[2-(hydroxymethyl)-1,3-propanediol]